C(=O)([O-])C(O)C(O)C(=O)[O-].C(=O)([O-])C(O)C(O)C(=O)O.[B+3] boron ditartrate